1-[4-(diisopropylsilyl)phenyl]-1-phenylethene C(C)(C)[SiH](C1=CC=C(C=C1)C(=C)C1=CC=CC=C1)C(C)C